[3,5-dichloro-4-[(4,4-dimethyl-2-oxo-1,3-dihydroquinolin-6-yl)oxy]phenyl]-3,5-dioxo-1,2,4-triazine-6-carbonitrile ClC=1C=C(C=C(C1OC=1C=C2C(CC(NC2=CC1)=O)(C)C)Cl)N1NC(NC(C1C#N)=O)=O